2-(2-hydroxyethylamino)pyrimidine-5-carbaldehyde OCCNC1=NC=C(C=N1)C=O